Ethyl (3S)-3-((R)-2-hydroxypent-4-enamido)-3-(2',4,4'-trifluoro-6'-(hex-5-en-1-yl)-6-methyl-[1,1'-biphenyl]-3-yl)propanoate O[C@@H](C(=O)N[C@@H](CC(=O)OCC)C=1C=C(C(=CC1F)C)C1=C(C=C(C=C1CCCCC=C)F)F)CC=C